N1(CCC1)CCCOC1=NC2=C(C(=C(C=C2C(=N1)N1C[C@H]2CC[C@@H](C1)N2)Cl)C2=CC(=CC1=CC=CC=C21)O)F 4-((S or R)-2-(3-(azetidin-1-yl)propoxy)-4-((1R,5S)-3,8-diazabicyclo[3.2.1]octan-3-yl)-6-chloro-8-fluoro-quinazolin-7-yl)naphthalen-2-ol